C(=O)[O-].[Na+] sodium carbanate